C(C)(C)[Si](C(C)C)(C(C)C)C#CC1=C2C(=NC=C1CO)N(C=C2)COCC[Si](C)(C)C (4-((Triisopropylsilyl)ethynyl)-1-((2-(trimethylsilyl)ethoxy)methyl)-1H-pyrrolo[2,3-b]pyridin-5-yl)methanol